CN1CC(N(CC1)C(=O)C1=C(C=C(C=C1)NC(=O)C1CC1)N1CCCC1)C=1SC=CC1 N-[4-(4-methyl-2-thiophen-2-ylpiperazine-1-carbonyl)-3-pyrrolidin-1-ylphenyl]cyclopropanecarboxamide